O[C@@H](CC/C(=C/CC=1C(=C2C(C(=C(OC2=CC1OCOC)C1=CC=C(C=C1)OCOC)OCOC)=O)O)/C)C(C)(C)O (S,E)-6-(6,7-dihydroxy-3,7-dimethyloct-2-en-1-yl)-5-hydroxy-3,7-bis(methoxymethoxy)-2-(4-(methoxymethoxy)phenyl)-4H-chromen-4-one